C(C)(C)(C)OC(=O)NCCCN1CCN(CC1)CCN1C(=C(C2=CC=C(C=C12)Cl)CCCOC1=CC(=C(C(=C1)C)Cl)C)C(=O)OCC ethyl 1-(2-(4-(3-((tert-butoxycarbonyl)amino)propyl)piperazin-1-yl)ethyl)-6-chloro-3-(3-(4-chloro-3,5-dimethylphenoxy)propyl)-1H-indole-2-carboxylate